5'-bromo-1'H-spiro[cyclopropane-1,4'-isoquinoline] BrC1=C2C3(C=NCC2=CC=C1)CC3